(1r,4s,6s)-rel-tert-butyl 6-hydroxy-2-azabicyclo[2.2.1]heptane-2-carboxylate O[C@H]1C[C@H]2CN([C@@H]1C2)C(=O)OC(C)(C)C |o1:1,3,6|